(S)-1-((1R,4S)-4-aminocyclohexyl)ethan-1-ol NC1CCC(CC1)[C@H](C)O